(R)-N-(1-(3-(difluoromethyl)-2-fluorophenyl)ethyl)-2-methyl-6-(piperazin-1-yl)quinolin-4-amine hydrochloride Cl.FC(C=1C(=C(C=CC1)[C@@H](C)NC1=CC(=NC2=CC=C(C=C12)N1CCNCC1)C)F)F